[1-(cyclopropylmethyl)-1H-1,2,3-triazol-4-yl](1-{4-fluoro-2-[(1R)-1-[(4-methoxyphenyl)methoxy]ethyl]phenyl}-3-(trifluoromethyl)-1H-pyrazol-5-yl)methanol C1(CC1)CN1N=NC(=C1)C(O)C1=CC(=NN1C1=C(C=C(C=C1)F)[C@@H](C)OCC1=CC=C(C=C1)OC)C(F)(F)F